benzyl (S)-2-(cyanomethyl)-4-(7-((2-methoxynaphthalen-1-yl)methyl)-2-(((S)-1-methylpyrrolidin-2-yl)methoxy)imidazo[2,1-f][1,2,4]triazin-4-yl)piperazine-1-carboxylate C(#N)C[C@@H]1N(CCN(C1)C1=NC(=NN2C1=NC=C2CC2=C(C=CC1=CC=CC=C21)OC)OC[C@H]2N(CCC2)C)C(=O)OCC2=CC=CC=C2